C(C)(C)(C)OC(C)(C)C tert-butyloxid